3-{2-[4-(3,3-difluoro-4-piperidyl)-2-anisidino]-4-pyrimidinylamino}-8-fluoro-1,2-dihydro-2-quinolinone FC1(CNCCC1C=1C=C(C(OC)=CC1)NC1=NC=CC(=N1)NC=1C(NC2=C(C=CC=C2C1)F)=O)F